2-(2H-benzotriazol-2-yl)-6-undecyl-4-methylphenol N=1N(N=C2C1C=CC=C2)C2=C(C(=CC(=C2)C)CCCCCCCCCCC)O